4-bromo-N-[(1S,2S,3S,5R)-2,6,6-trimethylnorborn-3-yl]-1H-pyrrolo[2,3-b]pyridine-2-carboxamide BrC1=C2C(=NC=C1)NC(=C2)C(=O)N[C@@H]2[C@H]([C@H]1C(CC2C1)(C)C)C